[Br].C(C)NN1CN(C=C1)C 1-ethylamino-3-methylimidazole bromine salt